CN(C1=CC=C(C=C1)CN)C (4-(dimethylamino)phenyl)methylamine